1-((2R,4S,5R)-5-((bis(4-methoxyphenyl)(phenyl)methoxy)methyl)-4-((4,5-dimethyl-2-oxido-1,3,2-oxathiaphospholan-2-yl)oxy)tetrahydrofuran-2-yl)-5-methylpyrimidine-2,4(1H,3H)-dione COC1=CC=C(C=C1)C(OC[C@@H]1[C@H](C[C@@H](O1)N1C(NC(C(=C1)C)=O)=O)OP1(OC(C(S1)C)C)=O)(C1=CC=CC=C1)C1=CC=C(C=C1)OC